tert-butyl (2S)-6-diazo-2-((2S)-3-(1-methyl-1H-indol-3-yl)-2-(quinuclidine-3-carboxamido)propanamido)-5-oxohexanoate [N+](=[N-])=CC(CC[C@@H](C(=O)OC(C)(C)C)NC([C@H](CC1=CN(C2=CC=CC=C12)C)NC(=O)C1CN2CCC1CC2)=O)=O